FC1=C(C(=C(C=C1OC)OC)F)N1C(N(C2=C(C1)C=NC1=C2C=NN1)CCN1N=CC=C1)=O 3-(2,6-Difluoro-3,5-dimethoxyphenyl)-1-[2-(1H-pyrazol-1-yl)ethyl]-1,3,4,7-tetrahydro-2H-pyrazolo[4',3':5,6]pyrido[4,3-d]pyrimidin-2-on